2-[[4-[4-(Hydroxymethyl)-1-piperidinyl]-6-[[[4-(methylsulfonyl)phenyl]methyl]amino]-2-pyrimidinyl]amino]-4-methyl-5-thiazolecarboxylic acid ethyl ester C(C)OC(=O)C1=C(N=C(S1)NC1=NC(=CC(=N1)N1CCC(CC1)CO)NCC1=CC=C(C=C1)S(=O)(=O)C)C